6-(4-(((1,3-bis(3-hydroxy-2-(hydroxymethyl)propoxy)propan-2-yl)oxy)methyl)-1H-1,2,3-triazol-1-yl)hexanoic acid OCC(COCC(COCC(CO)CO)OCC=1N=NN(C1)CCCCCC(=O)O)CO